ClC=1N=C2C(=C(C(N(C2=CC1)C)=O)C#N)N1C[C@@H]([C@@H](CC1)N(C1=CC=C(C=C1)F)C)OC 6-chloro-4-[(3S,4R)-4-(4-fluoro-N-methyl-anilino)-3-methoxy-1-piperidinyl]-1-methyl-2-oxo-1,5-naphthyridine-3-carbonitrile